FC1=C(C=CC(=C1C=1C=C2C(=CN1)NN=C2C=2C=NN(C2)C)F)CCNC 2-(2,4-difluoro-3-(3-(1-methyl-1H-pyrazol-4-yl)-1H-pyrazolo[3,4-c]pyridin-5-yl)phenyl)-N-methylethylamine